FC1=C(C=C(C=C1)C(=O)N1CCC2(C(N3[C@H](O2)CC[C@H]3C3=CC(=CC=C3)F)=O)CC1)OC (5'S,7a'R)-1-(4-fluoro-3-methoxybenzene-1-carbonyl)-5'-(3-fluoro-phenyl)tetrahydro-3'H-spiro[piperidine-4,2'-pyrrolo[2,1-b][1,3]-oxazol]-3'-one